NCCC[Si](OCC)(C)C 3-aminopropyl-dimethyl-ethoxysilane